C(CCC)(=O)OC(C(C)=O)C 1-Methyl-2-oxopropyl butyrate